The molecule is a linear amino trisaccharide comprising N-acetyl-alpha-neuraminic acid, beta-D-galactose and N-acetyl-6-O-sulfo-D-glucosamine residues linked sequentially (2->3) and (1->3). It has a role as an epitope. It is an amino trisaccharide, a glucosamine oligosaccharide and an oligosaccharide sulfate. CC(=O)N[C@@H]1[C@H](C[C@@](O[C@H]1[C@@H]([C@@H](CO)O)O)(C(=O)O)O[C@H]2[C@H]([C@H](O[C@H]([C@@H]2O)O[C@H]3[C@@H]([C@H](OC([C@@H]3NC(=O)C)O)COS(=O)(=O)O)O)CO)O)O